tertiary butyl-2-benzothiazolesulfonamide C(C)(C)(C)C1=CC=CC2=C1N=C(S2)S(=O)(=O)N